tris(4-ethoxycarbonyl-2,5-dibenzyloxyphenylmethyl)amine C(C)OC(=O)C1=CC(=C(C=C1OCC1=CC=CC=C1)CN(CC1=C(C=C(C(=C1)OCC1=CC=CC=C1)C(=O)OCC)OCC1=CC=CC=C1)CC1=C(C=C(C(=C1)OCC1=CC=CC=C1)C(=O)OCC)OCC1=CC=CC=C1)OCC1=CC=CC=C1